4-(4-methoxybenzyl)-1-((4-(2-morpholinoacetyl)piperazin-1-yl)methyl)-[1,2,4]triazolo[4,3-a]quinazolin-5(4H)-one COC1=CC=C(CN2C=3N(C4=CC=CC=C4C2=O)C(=NN3)CN3CCN(CC3)C(CN3CCOCC3)=O)C=C1